3-(2,5-Diethyl-1,3-thiazol-4-yl)-1-[(1-methyl-1H-pyrazol-4-yl)(1-methyl-piperidin-3-yl)sulfamoyl]urea C(C)C=1SC(=C(N1)NC(NS(N(C1CN(CCC1)C)C=1C=NN(C1)C)(=O)=O)=O)CC